(8r,9r)-5-fluoro-8-(4-fluorophenyl)-9-(5-methyl-8-oxo-6-thioxo-5,7-diazaspiro[3.4]octane-7-yl)-8,9-dihydro-2H-pyrido[4,3,2-de]phthalazin-3(7H)-one FC=1C=C2C=3C(=NNC(C3C1)=O)[C@@H]([C@H](N2)C2=CC=C(C=C2)F)N2C(N(C1(CCC1)C2=O)C)=S